Pyrazolo[1,5-a]pyridine-6-ylacetaldehyde N1=CC=C2N1C=C(C=C2)CC=O